N-[(1S)-1-[(1R)-6-cyanoindan-1-yl]-2-[4-[3,5-dimethyl-1-(2-trimethylsilylethoxymethyl)pyrazol-4-yl]anilino]-2-oxo-ethyl]-2-methyl-pyrazole-3-carboxamide C(#N)C1=CC=C2CC[C@H](C2=C1)[C@@H](C(=O)NC1=CC=C(C=C1)C=1C(=NN(C1C)COCC[Si](C)(C)C)C)NC(=O)C=1N(N=CC1)C